4-(tert-butoxy)-4-oxobutyric acid C(C)(C)(C)OC(CCC(=O)O)=O